(E)-10-methyl-9-styrylacridine iodide [I-].CN1C=2C=CC=CC2C(C2=CC=CC=C12)\C=C\C1=CC=CC=C1